C(C)(C)(C)OC(=O)N1CCC(CC1)OC1CC(C1)CN1C=NC(=C1)[Sn](CCCC)(CCCC)CCCC 4-[3-[(4-tributylstannylimidazol-1-yl)methyl]cyclobutoxy]piperidine-1-carboxylic acid tert-butyl ester